CC1(C(C1\C=C/C(F)(F)F)C(=O)OCC1=C(C(=C(C(=C1F)F)COC)F)F)C [2,3,5,6-tetrafluoro-4-(methoxymethyl)phenyl]methyl 2,2-dimethyl-3-[(1Z)-3,3,3-trifluoro-1-propen-1-yl]cyclopropanecarboxylate